((1H-indazol-4-yl)methyl)-4-methyl-5-oxo-5,6-dihydro-4H-thiazolo[5',4':4,5]Pyrrolo[2,3-d]Pyridazine-2-sulfonylamide N1N=CC2=C(C=CC=C12)C[N-]S(=O)(=O)C=1SC2=C(N(C=3C(NN=CC32)=O)C)N1